FC=1C=C2NC(C=3N(C2=C(C1C1=C2C=CN(C2=CC(=C1)F)C)C(F)(F)F)C(=NN3)C)(C)C 7-Fluoro-8-(6-fluoro-1-methyl-1H-indol-4-yl)-1,4,4-trimethyl-9-(trifluoromethyl)-5H-[1,2,4]triazolo[4,3-a]quinoxaline